The molecule is a C20-gibberellin that is gibberellin A12 in which the carboxy group at position 10 has been reduced to the corresponding aldehyde. It is a C20-gibberellin and an aldehyde. It derives from a gibberellin A12. It is a conjugate acid of a gibberellin A12 aldehyde(1-). C[C@@]12CCC[C@@]([C@H]1[C@@H]([C@]34[C@H]2CC[C@H](C3)C(=C)C4)C=O)(C)C(=O)O